3-{1-[4-(morpholine-4-carbonyl)-phenyl]-1H-[1,2,3]triazol-4-yl}-1H-[1,7]naphthyridin-2-one N1(CCOCC1)C(=O)C1=CC=C(C=C1)N1N=NC(=C1)C=1C(NC2=CN=CC=C2C1)=O